CCCCCCCCCCCC(=O)O[C@H](COC(=O)CCCCCCC/C=C\C/C=C\CCCCC)COP(=O)([O-])OCC[N+](C)(C)C 1-(9Z,12Z-octadecadienoyl)-2-dodecanoyl-glycero-3-phosphocholine